(Z)-2'-(2-((3,5-dimethyl-1H-pyrrol-2-yl)methylene)-3-methoxy-2H-pyrrol-5-yl)-1',5',6',7'-tetrahydrospiro[cyclopropane-1,4'-indole] tert-butyl-(S)-3-phenylpiperazine-1-carboxylate C(C)(C)(C)OC(=O)N1C[C@@H](NCC1)C1=CC=CC=C1.CC1=C(NC(=C1)C)\C=C\1/N=C(C=C1OC)C=1NC=2CCCC3(C2C1)CC3